C(C)OC(=O)C=1C=C2N(C3=CC=C(C=C3N=C2N)C2=CC=CC=C2)C1 4-amino-7-phenylpyrrolo[1,2-a]quinoxaline-2-carboxylic acid ethyl ester